[N+](=O)([O-])SC[C@H](NC(CC[C@H](N)C(=O)O)=O)C(=O)NCC(=O)O S-nitroglutathione